C(C)(C)(C)OC(C(C)ON1C(C2=CC=CC=C2C1=O)=O)=O 2-((1,3-dioxoisoindolin-2-yl)-oxy)propanoic acid tert-butyl ester